2-[4-[4-[[(3S)-2,6-dioxo-3-piperidyl]amino]-2-fluoro-phenyl]-1-piperidyl]acetic acid trifluoroacetic acid salt FC(C(=O)O)(F)F.O=C1NC(CC[C@@H]1NC1=CC(=C(C=C1)C1CCN(CC1)CC(=O)O)F)=O